2-(mercaptomethyl)-N-(methylsulfonyl)pyrrolidine-1-carboxamide SCC1N(CCC1)C(=O)NS(=O)(=O)C